C(C)(C)(C)C1=CC=C(C=C1)C(C(=O)C1=CC=CC=C1)CC(=O)C1=CC=CC=C1 2-(4-(tert-butyl)phenyl)-1,4-diphenylbutane-1,4-dione